2-{4-[5-chloro-2-(4-chloro-1H-1,2,3-triazol-1-yl)phenyl]-5-methoxy-2-oxopyridin-1(2H)-yl}-N-[3-(trifluoromethyl)quinoxalin-6-yl]butanamide ClC=1C=CC(=C(C1)C1=CC(N(C=C1OC)C(C(=O)NC=1C=C2N=C(C=NC2=CC1)C(F)(F)F)CC)=O)N1N=NC(=C1)Cl